1,4-Dipropoxynaphthalene C(CC)OC1=CC=C(C2=CC=CC=C12)OCCC